N-((1R,3R)-3-hydroxy-1-(p-tolyl)pentyl)-2-oxo-6-(trifluoromethyl)-1,2-dihydropyridine-3-carboxamide O[C@@H](C[C@H](C1=CC=C(C=C1)C)NC(=O)C=1C(NC(=CC1)C(F)(F)F)=O)CC